NC1CN(C1)C(=O)C1NCCC(C1)CCC1=CC=CC=C1 (3-aminoazetidin-1-yl)(4-phenethylpiperidin-2-yl)methanone